(3β,5α)-21-bromo-3-hydroxypregnan-20-one BrCC([C@H]1CC[C@H]2[C@@H]3CC[C@H]4C[C@H](CC[C@]4(C)[C@H]3CC[C@]12C)O)=O